BrC=1C=C2C(N(NC2=CC1)[C@H](C)C1CCC(CC1)C1=CC=NC2=CC=C(C=C12)F)=O 5-bromo-2-((R)-1-((1s,4s)-4-(6-fluoroquinolin-4-yl)cyclohexyl)ethyl)-1,2-dihydro-3H-indazol-3-one